(R)-7-((3-amino-2-oxopyrazin-1(2H)-yl)methyl)-6-chloro-4-(cyclopropylethynyl)-3-methyl-4-(trifluoromethyl)-3,4-dihydroquinazolin-2(1H)-one NC=1C(N(C=CN1)CC1=C(C=C2[C@@](N(C(NC2=C1)=O)C)(C(F)(F)F)C#CC1CC1)Cl)=O